3-[[trans-4-(aminomethyl)cyclohexyl]methyl]-2-butyl-4-isopropoxy-imidazo[4,5-d]pyridazin-7-amine NC[C@@H]1CC[C@H](CC1)CN1C(=NC2=C(N=NC(=C21)OC(C)C)N)CCCC